Oct-2-ene-3-carboxylic acid methyl ester COC(=O)C(=CC)CCCCC